[Li].[Co]=O.[Li] lithium-cobalt oxide lithium